(R)-4-((1R,5S)-3,8-diazabicyclo[3.2.1]octan-3-yl)-1'-methyl-2-(((S)-pyrrolidin-2-yl)methoxy)-1',4',5,8-tetrahydro-2'H,6H-spiro[quinazoline-7,3'-quinoline] [C@H]12CN(C[C@H](CC1)N2)C2=NC(=NC=1C[C@@]3(CN(C4=CC=CC=C4C3)C)CCC21)OC[C@H]2NCCC2